C(C)OCC1=C(C=CC=C1)NC=1C=CC=2C(C3=CC(=CC=C3NC2C1)CN1CCNCC1)(C)C N-(2-(ethoxymethyl)phenyl)-9,9-dimethyl-7-(piperazin-1-ylmethyl)-9,10-dihydroacridin-3-amine